COC1=CC=C(C=C1)NC1=C(C(=O)O)C=CC=C1 2-((4-methoxyphenyl)amino)benzoic acid